2-cyanoethylaminosilane C(#N)CCN[SiH3]